5-methyl-1,3-dihydrobenzimidazole CC1=CC2=C(NCN2)C=C1